4-((2-azidoethoxy)methyl)phenol N(=[N+]=[N-])CCOCC1=CC=C(C=C1)O